N1C(=O)NC(=O)C=N1 6-aza-uracil